NN1C=CC(C=C1)=C1C=CN(C=C1)N 1,1'-diamino-4,4'-bipyridine